OC1CN(C1)C(=O)C12CC(C1)(C2)COCCCCCO (3-hydroxyazetidin-1-yl)(3-(((5-hydroxypentyl)oxy)methyl)bicyclo[1.1.1]pentan-1-yl)methanone